(1r,2s)-1,2-dimethylcyclopentane-1,2-diol C[C@@]1([C@](CCC1)(O)C)O